5-[4,6-dimethyl-7-[(3R)-1-methyl-3-piperidyl]imidazo[4,5-c]pyridazin-3-yl]benzofuran CC=1C2=C(N=NC1C=1C=CC3=C(C=CO3)C1)N(C(=N2)C)[C@H]2CN(CCC2)C